(S)-tert-Butyl 4-(4-(3-(1H-indol-3-yl)-2-(4-methylphenylsulfonamido)propanamido)-3-methoxyphenyl)piperazine-1-carboxylate N1C=C(C2=CC=CC=C12)C[C@@H](C(=O)NC1=C(C=C(C=C1)N1CCN(CC1)C(=O)OC(C)(C)C)OC)NS(=O)(=O)C1=CC=C(C=C1)C